C1(=CC=C(C=C1)C1=NC(=NC(=N1)Cl)C=1C=CC2=C(OC3=C2C=CC=C3)C1)C1=CC=CC=C1 2-([1,1'-biphenyl]-4-yl)-4-chloro-6-(dibenzo[b,d]furan-3-yl)-1,3,5-triazine